OO hydrogenperoxide